C1(CC1)N1C(C2=CC(=CC=C2C1)OC1=C2CCC(C2=CC=C1[N+](=O)[O-])O)=O 2-Cyclopropyl-6-[(1-hydroxy-5-nitro-2,3-dihydro-1H-inden-4-yl)oxy]-3H-isoindol-1-one